(2s,3r)-N-(4-(2,6-dimethoxyphenyl)-5-(3-pyridyl)-4H-1,2,4-triazol-3-yl)-3-(5-methyl-2-pyrimidinyl)-2-butanesulfonamide COC1=C(C(=CC=C1)OC)N1C(=NN=C1C=1C=NC=CC1)NS(=O)(=O)[C@@H](C)[C@H](C)C1=NC=C(C=N1)C